CC1N(CCNC1)C(=O)OC(C)(C)C tert-butyl (3R)-methylpiperazine-1-carboxylate